C(C)N1C2=C([C@@H]([C@@H](C1=O)NC(CC1=CC=CC=C1)=O)C1=CC=C(C=C1)F)C(=NN2C2=CC=CC=C2)C N-[(4S,5S)-7-ethyl-4-(4-fluorophenyl)-3-methyl-6-oxo-1-phenyl-1H,4H,5H,6H,7H-pyrazolo[3,4-b]pyridin-5-yl]-2-phenylacetamide